1-(2-(2,3-dichlorophenyl)-1H-benzo[d]imidazol-5-yl)-3-(5-methoxy-2,2-dimethyl-2H-chromen-6-yl)urea ClC1=C(C=CC=C1Cl)C1=NC2=C(N1)C=CC(=C2)NC(=O)NC=2C(=C1C=CC(OC1=CC2)(C)C)OC